propyl-trimethyl-ammonium iodide [I-].C(CC)[N+](C)(C)C